2-bromo-1-(2-(tert-butyl)-4-(4-chlorophenoxy)phenyl)ethan-1-one Methyl-2-[1-(2-ethylsulfinyl-3,6-dimethyl-4-oxo-chromen-8-yl)ethylamino]benzoate COC(C1=C(C=CC=C1)NC(C)C=1C=C(C=C2C(C(=C(OC12)S(=O)CC)C)=O)C)=O.BrCC(=O)C1=C(C=C(C=C1)OC1=CC=C(C=C1)Cl)C(C)(C)C